5,5-dimethyl-4-(3,4,5-trifluoro-phenyl)-2-pyrrolidinone CC1(C(CC(N1)=O)C1=CC(=C(C(=C1)F)F)F)C